(R)-6-(2-(fluoromethyl)morpholino)quinoline-4-carboxylic acid tert-butyl ester C(C)(C)(C)OC(=O)C1=CC=NC2=CC=C(C=C12)N1C[C@@H](OCC1)CF